3-((3-cyclopropylpyrazin-2-yl)oxy)-2,2-dimethyl-N-(1-methylpiperidin-4-yl)propanamide C1(CC1)C=1C(=NC=CN1)OCC(C(=O)NC1CCN(CC1)C)(C)C